C(#N)C=1N=NC=CC1C(=O)O 3-cyanopyridazine-4-carboxylic acid